C(C(=O)[O-])(=O)[O-].[Li+].FS(=O)(=O)O.FS(=O)(=O)O.[Li+] bis(fluorosulfonic acid) lithium oxalate